1-(6-(4-((3,4-Dichloro-2-fluorophenyl)amino)quinazolin-6-yl)-2,6-diazaspiro[3.3]heptan-2-yl)prop-2-en-1-one ClC=1C(=C(C=CC1Cl)NC1=NC=NC2=CC=C(C=C12)N1CC2(CN(C2)C(C=C)=O)C1)F